4-(4-chloro-6-morpholinopyrimidin-2-yl)piperazine-1-carboxylic acid tert-butyl ester C(C)(C)(C)OC(=O)N1CCN(CC1)C1=NC(=CC(=N1)Cl)N1CCOCC1